BrCC=1C=C(C=CC1)C[C@H](C(=O)OC(C)(C)C)[C@@H]1CN(CC1)C(=O)OC(C)(C)C Tert-butyl (3R)-3-[(2S)-3-[3-(bromomethyl)phenyl]-1-(tert-butoxy)-1-oxopropane-2-yl]pyrrolidine-1-carboxylate